2-((4-(benzyloxy)butoxy)methyl)-2-(hydroxymethyl)propane-1,3-diol C(C1=CC=CC=C1)OCCCCOCC(CO)(CO)CO